(S)-2-((4-((2-hydroxy-1-phenylethyl)amino)-5-(5-(2-hydroxypropan-2-yl)-1,3,4-oxadiazol-2-yl)pyrimidin-2-yl)amino)-6,7,7-trimethyl-6,7-dihydro-5H-pyrrolo[3,4-b]pyridin-5-one OC[C@H](C1=CC=CC=C1)NC1=NC(=NC=C1C=1OC(=NN1)C(C)(C)O)NC1=CC=C2C(=N1)C(N(C2=O)C)(C)C